O=C1NC2(C(N1)=O)CC(CC2)CC=2C(=NC=CC2C)S(=O)(=O)N ((2,4-dioxo-1,3-diazaspiro[4.4]nonane-7-yl)methyl)-4-methylpyridine-2-sulfonamide